(3S)-N-(3-{2-[(1S)-1-amino-3-azabicyclo[3.1.0]hexan-3-yl]-6-(morpholin-4-yl)pyridin-4-yl}-4-methylphenyl)-3-(2,2,2-trifluoroethyl)pyrrolidine-1-carboxamide N[C@@]12CN(CC2C1)C1=NC(=CC(=C1)C=1C=C(C=CC1C)NC(=O)N1C[C@@H](CC1)CC(F)(F)F)N1CCOCC1